COC(=O)N1CCOC=C1 [1,4]Oxazine-4(3H)-carboxylic acid methyl ester